N1=C(C=NC=C1)CCN 2-pyrazin-2-ylethanamine